OC=1C=C(C=NNC(=O)C2=CC3=CC=CC=C3C=C2O)C=CC1O 3-hydroxynaphthalene-2-carboxylic acid (3,4-dihydroxybenzylidene) hydrazide